C(C)C1=NN2C(C=C(C(=C2)F)N2C(C(N(C(C2([2H])[2H])([2H])[2H])CC(=O)N2CC(C2)O)([2H])[2H])([2H])[2H])=C1N(C=1SC(=C(N1)C1=CC=C(C=C1)F)C#N)C 2-((2-ethyl-6-fluoro-5-(4-(2-(3-hydroxyazetidin-1-yl)-2-oxoethyl)piperazin-1-yl-2,2,3,3,5,5,6,6-d8)pyrazolo[1,5-a]pyridin-3-yl)(methyl)amino)-4-(4-fluorophenyl)thiazole-5-carbonitrile